1-((3-bromophenyl)(4-methyl-4H-1,2,4-triazol-3-yl)methyl)-3-methylcyclobutane BrC=1C=C(C=CC1)C(C1CC(C1)C)C1=NN=CN1C